tert-Butyl 4-[4-[3-chloro-5-[2-(5-fluoro-2-pyridyl)-2-methoxy-ethoxy]imidazo[1,2-a]pyridin-7-yl]-5-methyl-triazol-1-yl]piperidine-1-carboxylate ClC1=CN=C2N1C(=CC(=C2)C=2N=NN(C2C)C2CCN(CC2)C(=O)OC(C)(C)C)OCC(OC)C2=NC=C(C=C2)F